7-ethynyl-6-fluorobenzofuran C(#C)C1=C(C=CC=2C=COC21)F